2-methoxybenzeneacetyl chloride COC1=C(C=CC=C1)CC(=O)Cl